6-chloro-5-(2-fluoro-5-methoxy-phenyl)-3-methyl-7-(trifluoromethyl)-1,3-dihydro-1,4-benzodiazepine-2-One ClC1=C(C=CC2=C1C(=NC(C(N2)=O)C)C2=C(C=CC(=C2)OC)F)C(F)(F)F